C(C)(C)(C)C1=CC(=NC=C1)N1C2=CC(=CC=C2C=2C=C3C(=CC12)C(CCC3(C)C)(C)C)OC 5-(4-(Tert-butyl)pyridin-2-yl)-3-methoxy-7,7,10,10-tetramethyl-7,8,9,10-tetrahydro-5H-benzo[b]carbazole